3-(benzylthio)-5-(cyclopropyl-(methoxy)methyl)-1-methyl-1H-pyrazole C(C1=CC=CC=C1)SC1=NN(C(=C1)C(OC)C1CC1)C